C(C)(C)(C)OC(=O)N[C@@H]1C(NC2=C(SC1)C=C(C(=C2)C(=O)OC)F)=O methyl (R)-3-((tert-butoxycarbonyl)amino)-8-fluoro-4-oxo-2,3,4,5-tetrahydrobenzo[b][1,4]thiazepine-7-carboxylate